BrCC1=NC=C(C#N)C=C1C1CC1 6-(bromomethyl)-5-cyclopropylnicotinonitrile